2-Bromo-10-fluoro-3-phenyl-5H-benzo[e]imidazo[1,2-c][1,3]oxazine BrC=1N=C2N(COC3=C2C(=CC=C3)F)C1C1=CC=CC=C1